C1(=CC=CC=C1)CC(=O)OC[C@H]1O[C@@]([C@@H]([C@@H]1OC(CC1CCCCC1)=O)O)(C#N)C1=CC=C2C(=NC=NN21)N ((2R,3S,4R,5R)-5-(4-aminopyrrolo[2,1-f][1,2,4]triazin-7-yl)-5-cyano-3-(2-cyclohexylacetoxy)-4-hydroxytetrahydrofuran-2-yl)methyl 2-phenylacetate